CC1=C(OC2=C1C=C(C=C2)S(NCCC=2SC(=CC2)Br)(=O)=O)C(=O)O 3-methyl-5-(N-(2-(5-bromothiophen-2-yl)ethyl)sulfamoyl)benzofuran-2-carboxylic acid